C(C)(C)(C)OC(=O)[C@]1(C[C@H](N(CC1)CC1=C(C(=CC=C1)Cl)F)C)CC1=NC(=CC(=C1F)C1(COC1)O)Br tert-butyl-(2R,4R)-4-((6-bromo-3-fluoro-4-(3-hydroxyoxetan-3-yl) pyridin-2-yl) methyl)-1-(3-chloro-2-fluorobenzyl)-2-methylpiperidine-4-carboxylate